NCCCC1OCC2(CO1)COC(OC2)CCCN 3,9-bis-(3-amino-propyl)-2,4,8,10-tetraoxaspiro-[5.5]-undecane